C(C)(C)(C)OC(=O)N1CC2=C(C=CC(=C2CC1)F)O[C@@H]1[C@H]([C@H]([C@@H](C1)N1C=C(C2=C1N=CN=C2Cl)C)O)O 8-(((1S,2S,3S,4R)-4-(4-chloro-5-methyl-7H-pyrrolo[2,3-d]pyrimidin-7-yl)-2,3-dihydroxycyclopentyl)oxy)-5-fluoro-3,4-dihydroisoquinoline-2(1H)-carboxylic acid tert-butyl ester